[N+](=O)([O-])C1=CC2=C(NC(=N2)C2=CC=CC=C2)C(=C1)S(=O)(=O)N 5-nitro-2-phenyl-1H-benzo[d]imidazole-7-sulfonamide